(+)-sodium tartrate C(=O)([O-])C(O)C(O)C(=O)[O-].[Na+].[Na+]